4,4,5,5-tetramethyl-2-(4,4,5,5-tetramethyl-1,3,2-dioxa-borolan-2-yl)-1,3,2-dioxaborolane CC1(OB(OC1(C)C)B1OC(C(O1)(C)C)(C)C)C